2-(2-{[tert-Butyl(dimethyl)silyl]oxy}ethyl)-5-chloro-3-furaldehyde [Si](C)(C)(C(C)(C)C)OCCC=1OC(=CC1C=O)Cl